C(C)(C)(C)C1=CC(=NC=C1)C1=NC=CC(=C1)C(C)(C)C 4,4'-di-tert-butyl[2,2'-bipyridine]